6-(4-cyclopropyl-6-methoxypyrimidin-5-yl)-4-((4-(1-isopropyl-4-(trifluoromethyl)-1H-imidazol-2-yl)benzyl)amino)-2-methylpyridazin-3(2H)-one C1(CC1)C1=NC=NC(=C1C=1C=C(C(N(N1)C)=O)NCC1=CC=C(C=C1)C=1N(C=C(N1)C(F)(F)F)C(C)C)OC